BrCCCCCCCCC=CCCCOCOCOCCCC=CCCCCCCCCBr 10-bromo-3-decenylpropyloxymethyl ether